(S)-benzo[d]oxazol-2-yl(4-(benzo[d]thiazol-2-yl)-1,4,6,7-tetrahydro-5H-imidazo[4,5-c]pyridin-5-yl)methanone O1C(=NC2=C1C=CC=C2)C(=O)N2[C@@H](C1=C(CC2)NC=N1)C=1SC2=C(N1)C=CC=C2